FC1=C2C(CCOC2=CC(=C1)F)OC1=CC(=CC=2NC(=NC21)C)C(=O)N(C)C 4-((5,7-difluorochroman-4-yl)oxy)-N,N,2-trimethyl-1h-benzimidazole-6-formamide